5-(7,8-dimethyl-[1,2,4]triazolo[1,5-a]pyridin-6-yl)-1-((1s,4s)-4-((2-ethylbutyl)amino)cyclohexyl)-6-isopropyl-1,3-dihydro-2H-benzo[d]imidazol-2-one CC1=C(C=2N(C=C1C1=CC3=C(N(C(N3)=O)C3CCC(CC3)NCC(CC)CC)C=C1C(C)C)N=CN2)C